tert-butyl 4-(2-bromo-4-hydroxy-phenyl)-3,6-dihydro-2H-pyridine-1-carboxylate BrC1=C(C=CC(=C1)O)C=1CCN(CC1)C(=O)OC(C)(C)C